5-(4-(5-chloro-6-methyl-1H-indazol-4-yl)-5-methyl-1-(2-azaspiro[3.3]heptan-6-yl)-1H-pyrazol-3-yl)-8-(3-methyloxetan-3-yl)-5,8-diazaspiro[3.5]nonane ClC=1C(=C2C=NNC2=CC1C)C=1C(=NN(C1C)C1CC2(CNC2)C1)N1C2(CCC2)CN(CC1)C1(COC1)C